ClC=1C=C(C=C(C1)C(C)(C)C=1SC=C(C1)C)NC(=O)C1=CC2=C(S1)C=CC(=C2)C(C)(C)S(=O)(=O)C N-(3-Chloro-5-(2-(4-methylthiophen-2-yl)propan-2-yl)phenyl)-5-(2-(methylsulfonyl)propan-2-yl)benzo[b]thiophen-2-carboxamid